dibenzhydrylcyclopentadiene C(C1=CC=CC=C1)(C1=CC=CC=C1)C1(C=CC=C1)C(C1=CC=CC=C1)C1=CC=CC=C1